FC1=C(N=C2SC(=NN21)O[C@H](C)C2CCN(CC2)C2=NC(=NO2)C(C)C)C2=CC=C(C=C2)S(=O)(=O)C (R)-5-(4-(1-((5-fluoro-6-(4-(methylsulfonyl)phenyl)imidazo[2,1-b][1,3,4]thiadiazol-2-yl)oxy)ethyl)piperidin-1-yl)-3-isopropyl-1,2,4-oxadiazole